4-(2-(tert-butoxy)-2-oxoethyl)-[1,4'-bipiperidine]-1'-carboxylic acid benzyl ester C(C1=CC=CC=C1)OC(=O)N1CCC(CC1)N1CCC(CC1)CC(=O)OC(C)(C)C